(4-amino-5-(4-methoxyphenyl)-7-methyl-7H-pyrrolo[2,3-d]pyrimidin-6-yl)-3-azaspiro[5.5]undec-8-ene-3-carboxylic acid tert-butyl ester C(C)(C)(C)OC(=O)N1CC(C2(CC1)CC=CCC2)C2=C(C1=C(N=CN=C1N)N2C)C2=CC=C(C=C2)OC